N1C(=O)NC(=O)C(CC(=O)O)=C1 thyminecarboxylic acid